C(C)(C)(C)OC(=O)N1CC(CCC1)CCOC1=CC(=C(C=C1)OC)CNC([C@H](CCC1=CC=CC=C1)NC(=O)OCC1=CC=CC=C1)=O 3-(2-(3-(((S)-2-(((benzyloxy)carbonyl)amino)-4-phenylbutyrylamino)methyl)-4-methoxyphenoxy)ethyl)piperidine-1-carboxylic acid tert-butyl ester